FC(C1=C(C=CC(=C1)C(F)(F)F)CC(=O)N(C1=CC=C(C=C1)F)CC=1OC(=NN1)C#C)(F)F 2-(2,4-bis(trifluoromethyl)phenyl)-N-((5-ethynyl-1,3,4-oxadiazol-2-yl)methyl)-N-(4-fluorophenyl)acetamide